2,2-dimethyltetrahydrofuran-3-amine CC1(OCCC1N)C